FC(C1=NN=C(O1)C1=CC=C2CN(C(C2=C1)=O)[C@H]([C@@H](C1=CC=CC=C1)O)C1=CC=CC=C1)F 6-[5-(difluoromethyl)-1,3,4-oxadiazol-2-yl]-2-[(1S,2R)-2-hydroxy-1,2-diphenylethyl]-2,3-dihydro-1H-isoindol-1-one